tert-butyl 3-chloro-3,6-dihydropyridine-1(2H)-carboxylate ClC1CN(CC=C1)C(=O)OC(C)(C)C